2-(4-methyl-3-(trifluoromethyl)-1H-pyrazol-1-yl)ethan-1-one ethyl-2-((4-((3-isopropyl-1H-pyrrolo[3,2-b]pyridin-5-yl)methyl)-3,5-dimethylphenyl)amino)-2-oxoacetate C(C)OC(C(=O)NC1=CC(=C(C(=C1)C)CC1=CC=C2C(=N1)C(=CN2)C(C)C)C)=O.CC=2C(=NN(C2)CC=O)C(F)(F)F